octadecylphenyl ether C(CCCCCCCCCCCCCCCCC)OC1=CC=CC=C1